ethyl trans-2-((5S,7S)-7-fluoro-5-phenyl-6,7-dihydro-5H-pyrrolo[1,2-b][1,2,4]triazole-2-carbonyl)cyclopropanecarboxylate F[C@H]1C[C@H](N2N=C(N=C21)C(=O)[C@H]2[C@@H](C2)C(=O)OCC)C2=CC=CC=C2